ClC1=NC(=NC(=C1)N1CCOCC1)NC1=NC=NC2=CC(=C(C=C12)NC(CCCC(=O)OC)=O)OC methyl 5-((4-((4-chloro-6-morpholinylpyrimidin-2-yl) amino)-7-methoxyquinazolin-6-yl) amino)-5-oxopentanoate